2-hydroxy-4-tridecyloxyacetophenone OC(C)CC(CCCCCCCCC)OCC(=O)C1=CC=CC=C1